2-(tetrahydro-2H-pyran-4-yl)acetic acid chloromethyl ester ClCOC(CC1CCOCC1)=O